tert-butyl-glycyl-L-valine C(C)(C)(C)NCC(=O)N[C@@H](C(C)C)C(=O)O